Azacyclononane N1CCCCCCCC1